1-Ethyl-N-((1S)-(3-methylbicyclo[1.1.1]pentan-1-yl)(6-(((5R)-2-oxo-5-(trifluoromethyl)piperidin-3-yl)methyl)imidazo[1,2-b]pyridazin-2-yl)methyl)-1H-pyrazole-5-carboxamide C(C)N1N=CC=C1C(=O)N[C@H](C=1N=C2N(N=C(C=C2)CC2C(NC[C@@H](C2)C(F)(F)F)=O)C1)C12CC(C1)(C2)C